(S)-3-fluoro-5-(1-(4-(5-fluoro-2',6'-dihydroxy-[4,4'-bipyrimidinyl]-2-yl)piperazine-1-carbonyl)-4,5-dihydro-1H-pyrazol-5-yl)benzonitrile FC=1C=C(C#N)C=C(C1)[C@@H]1CC=NN1C(=O)N1CCN(CC1)C1=NC=C(C(=N1)C1=NC(=NC(=C1)O)O)F